7-(cyclopropyl-1-d)-5,6,7,8-tetrahydroimidazo[1,2-a]pyrazine-2-carboxylic acid C1(CC1)([2H])N1CC=2N(CC1)C=C(N2)C(=O)O